1-hydroxyethanediphosphonic acid sodium salt [Na+].OC(CP([O-])(=O)[O-])P([O-])(=O)[O-].[Na+].[Na+].[Na+]